[Si](C)(C)(C(C)(C)C)OC1=C(C=CC=C1)CC#N 2-((tert-butyldimethylsilyl)oxy)phenylacetonitrile